C(CCCCCCCCC)OC(CCCCC[Li])OCCCCCCCCCC 6,6-didecyloxy-hexyllithium